C(C)C(C(=O)OCCOCCOCCOC(C(CC)CC)=O)CC triethylene glycol e-bis(2-ethylbutyrate)